6-chloro-N-[1-(2-methoxy-2-methylpropyl)-3-methyl-1H-pyrazol-4-yl]-7-[1-(oxetan-3-yl)piperidin-4-yl]quinazolin-2-amine ClC=1C=C2C=NC(=NC2=CC1C1CCN(CC1)C1COC1)NC=1C(=NN(C1)CC(C)(C)OC)C